CC(C)(C)OC(/C=C/C=1C=NN2C1CN(CC2)C(=O)OCC2=CC=CC=C2)=O benzyl 3-[(E)-3-[(2-methylpropan-2-yl)oxy]-3-oxoprop-1-enyl]-6,7-dihydro-4H-pyrazolo[1,5-a]pyrazine-5-carboxylate